4-(4'-Bromo-[1,1'-biphenyl]-4-yl)thiochromene BrC1=CC=C(C=C1)C1=CC=C(C=C1)C1=CCSC2=CC=CC=C12